C(CCCCCCC\C=C/CCCC)=O (Z)-tetradeca-9-enal